CBz-6-aminocaproic acid C(=O)(OCC1=CC=CC=C1)C(C(=O)O)CCCCN